5-bromo-3-(ethylsulfanyl)-2-[6-(1,1,2,2,2-pentafluoroethyl)-2H-pyrazolo[4,3-c]pyridazin-2-yl]pyridine BrC=1C=C(C(=NC1)N1N=C2C(N=NC(=C2)C(C(F)(F)F)(F)F)=C1)SCC